2-(2,6-divinyl-4-methylphenyl)-malonic acid dimethyl ester COC(C(C(=O)OC)C1=C(C=C(C=C1C=C)C)C=C)=O